BrC1=C(C=C(C=C1)F)CC=O 2-(2-bromo-5-fluorophenyl)acetaldehyde